NC(CC[C@@H](C1=CC=CC=C1)NC(=O)N1CC2=C(C=CC(=C2CC1)C1=CC=C(C=C1)C(F)(F)F)N1CCCC1)=O (S)-N-(4-Amino-4-oxo-1-phenylbutyl)-8-(pyrrolidin-1-yl)-5-(4-(trifluoromethyl)phenyl)-3,4-dihydroisoquinoline-2(1H)-carboxamide